(4-bromo-5-fluoro-1H-indol-7-yl)methanamine BrC1=C2C=CNC2=C(C=C1F)CN